FC(OC1=CC=C(C=C1)C1=NC2=C(N1)C=C(C=C2C)C2CCN(CC2)C2CCN(CC2)CC(C)C)F 2-(4-(Difluoromethoxy)phenyl)-6-(1'-isobutyl-[1,4'-bipiperidin]-4-yl)-4-methyl-1H-benzo[d]imidazol